N[C@H]1CN(CCC1)C(=O)C=1C=C2OCCN3C(=NC(C1)=C32)C=3N(C2=CC(=CC=C2C3)CO)CC3CC3 (R)-(3-aminopiperidin-1-yl)(2-(1-(cyclopropylmethyl)-6-(hydroxymethyl)-1H-indol-2-yl)-3,4-dihydro-5-oxa-1,2a-diazaacenaphthylen-7-yl)methanone